17-cyclopropylmethyl-4,5a-epoxy-14-hydroxy-morphinan C1(CC1)CN1[C@H]2[C@@]3(CCC[C@H]4[C@@]3(C=3C(=CC=CC3C2)O4)CC1)O